2-methanesulfonyl-6-(2,6-dichloro-3,5-dimethoxyphenyl)pyrido[3,4-d]Pyrimidine CS(=O)(=O)C=1N=CC2=C(N1)C=NC(=C2)C2=C(C(=CC(=C2Cl)OC)OC)Cl